O=C1NC(CCC1N1C(N(C2=C1C=CC=C2NC2CCN(CC2)C(=O)OC(C)(C)C)C)=O)=O tert-butyl 4-((1-(2,6-dioxopiperidin-3-yl)-3-methyl-2-oxo-2,3-dihydro-1H-benzo[d]imidazol-4-yl)amino)piperidine-1-carboxylate